5-(1-Chloroethyl)-3-(4-fluorophenyl)-1,2,4-oxadiazole ClC(C)C1=NC(=NO1)C1=CC=C(C=C1)F